2-(1-cyclopropyl-1H-pyrazol-4-yl)-3-methoxypyridin-4-amine C1(CC1)N1N=CC(=C1)C1=NC=CC(=C1OC)N